C(C)[C@@H]1[C@H](COC1)N1C(=CC2=C1N=C(N=C2)S(=O)(=O)C)C#N 7-((3r,4r)-4-ethyltetrahydrofuran-3-yl)-2-(methylsulfonyl)-7H-pyrrolo[2,3-d]pyrimidine-6-carbonitrile